FC(C1=C(C=C2CCCN(C2=C1)C1=CC2=C(N(C(N2C)=O)C)C(=C1)OC)C=1C=CC(=NC1)C(=O)[O-])F.[Li+] Lithium 5-(7-(difluoromethyl)-1-(7-methoxy-1,3-dimethyl-2-oxo-2,3-dihydro-1H-benzo[d]imidazol-5-yl)-1,2,3,4-tetrahydroquinolin-6-yl)picolinate